(2S,3S)-3-hydroxy-N-methyl-1-(6-methyl-4-(trifluoromethyl)pyridin-2-yl)-5-oxo-N-(m-tolyl)pyrrolidine-2-carboxamide O[C@@H]1[C@H](N(C(C1)=O)C1=NC(=CC(=C1)C(F)(F)F)C)C(=O)N(C=1C=C(C=CC1)C)C